C1[C@H](OC2=C(C1=O)C=CC(=C2)O)C3=CC=C(C=C3)O 5-deoxyflavanone